tetrahydroisoquinoline iodonium salt [IH2+].C1NCCC2=CC=CC=C12